C1=CC(=CC2=CC=CC=C12)C(=O)N Naphthalene-3-carboxamide